C(C)(C)(C)OC(=O)NC1CC(C1)CC(=O)N[C@@H](CC=1C(=C(C(=O)OC(C)(C)C)C=CC1)OC)B1OC2(C3C(C(CC2O1)C3)(C)C)C tert-butyl 3-((2R)-2-(2-(3-(tert-butoxycarbonylamino)cyclobutyl)acetamido)-2-(2,9,9-trimethyl-3,5-dioxa-4-bora-tricyclo[6.1.1.02,6]dec-4-yl)ethyl)-2-methoxybenzoate